C(C1=CC=CC=C1)SC=1C=C(C=2N(C1)C=CN2)Cl 6-(benzylthio)-8-chloroimidazo[1,2-a]pyridine